CC1=NC=2N(C(=C1)C)N=CC2C(=O)NC=2C=NC(=CC2)C=2C=NN(C2)C 5,7-DIMETHYL-N-(6-(1-METHYL-1H-PYRAZOL-4-YL)PYRIDIN-3-YL)PYRAZOLO[1,5-a]PYRIMIDINE-3-CARBOXAMIDE